[Cl-].C(C(=C)C)(=O)NCCC[N+](C)(C)C [3-(Methacryloylamino)propyl]TRIMETHYL-AMMONIUM CHLORIDE